CN(CC(=O)O)C1=NC2=CC=C(C=C2C(=C1)C1=CC=CC=C1)CCN1CCN(CC1)C 2-[methyl({6-[2-(4-methylpiperazin-1-yl)ethyl]-4-phenylquinolin-2-yl})amino]acetic acid